tert-butyl (R)-3-((S)-1-((S)-4-benzyl-2-oxooxazolidin-3-yl)-3-(3-bromophenyl)-1-oxopropane-2-yl)pyrrolidine-1-carboxylate C(C1=CC=CC=C1)[C@@H]1N(C(OC1)=O)C([C@@H](CC1=CC(=CC=C1)Br)[C@@H]1CN(CC1)C(=O)OC(C)(C)C)=O